2-(4-hexyl-2,5-dimethoxyphenyl)ethylamine C(CCCCC)C1=CC(=C(C=C1OC)CCN)OC